COC(=O)C12CCC(C1)(C2)NC(=O)NC2(C([C@@H]([C@H](CC2)C)C)CO)C2=CC(=C(C=C2)C2C(C2C(C)(C)C)(F)F)Cl 4-(3-{(3R,4S)-1-[4-(3-tert-butyl-2,2-difluoro-cyclopropyl)-3-chloro-phenyl]-2-hydroxymethyl-3,4-dimethyl-cyclohexyl}ureido)bicyclo[2.1.1]hexane-1-carboxylic acid methyl ester